4-chloro-5-nitro-2-[2-(propan-2-yl)phenyl]pyrimidine ClC1=NC(=NC=C1[N+](=O)[O-])C1=C(C=CC=C1)C(C)C